BrC=1C=CC2=C(N=C(S2)C23CC(C2)(C3)NC(=O)C3=NOC(=N3)C3(CC3)S(=O)(=O)C)C1 N-[3-(5-bromo-1,3-benzothiazol-2-yl)-1-bicyclo[1.1.1]pentanyl]-5-(1-methylsulfonylcyclopropyl)-1,2,4-oxadiazole-3-carboxamide